Bis(2-ethylhexyl)[(5-methyl-2H-1,2,3-benzotriazol-2-yl)methyl]amine C(C)C(CN(CN1N=C2C(=N1)C=CC(=C2)C)CC(CCCC)CC)CCCC